1-(4-(2-(2,6-dimethylpyridin-4-yl)-3-isopropyl-1H-indol-5-yl)piperidin-1-yl)-2-((2-hydroxy-2-methylpropyl)amino)ethan-1-one CC1=NC(=CC(=C1)C=1NC2=CC=C(C=C2C1C(C)C)C1CCN(CC1)C(CNCC(C)(C)O)=O)C